[N+](=O)([O-])C1=C(C(=O)NC2=CC=C(C=C2)OC)C=CC=C1 2-nitro-N-(4-methoxyphenyl)benzamide